ClC1=NC=CC2=C(C(=CC=C12)C)[N+](=O)[O-] 1-chloro-6-methyl-5-nitro-isoquinoline